(R)-2-fluoro-N-(8-methylisoquinolin-1-yl)-N-(piperidin-3-yl)-4-((4-((thiazol-2-ylmethyl)amino)pyrimidin-2-yl)amino)benzamide FC1=C(C(=O)N([C@H]2CNCCC2)C2=NC=CC3=CC=CC(=C23)C)C=CC(=C1)NC1=NC=CC(=N1)NCC=1SC=CN1